C(C)(C)(C)C=1C=C(C=C(C1O)C(C)(C)C)CCC(=O)NCCCCCCNC(CCC1=CC(=C(C(=C1)C(C)(C)C)O)C(C)(C)C)=O 3-(3,5-di-tert-butyl-4-hydroxyphenyl)-N-[6-[3-(3,5-di-tert-butyl-4-hydroxyphenyl)propionylamino]hexyl]propionamide